2-(3-{1-[(3S)-2-azabicyclo[2.2.2]octane-3-carbonyl]piperidin-4-yl}-1H-pyrrolo[2,3-c]pyridin-1-yl)-5-fluoro-N,N-di(propan-2-yl)benzamide C12N[C@@H](C(CC1)CC2)C(=O)N2CCC(CC2)C2=CN(C1=CN=CC=C12)C1=C(C(=O)N(C(C)C)C(C)C)C=C(C=C1)F